N-(7-chloro-6-(spiro[2.2]pentan-1-yl)isoquinolin-3-yl)-2-ethyl-3-(1-methyl-1H-pyrazol-4-yl)cyclopropane-1-carboxamide ClC1=C(C=C2C=C(N=CC2=C1)NC(=O)C1C(C1C=1C=NN(C1)C)CC)C1CC12CC2